1-(4-(Difluoromethyl)phenyl)-4-methyl-1H-1,2,3-triazole-5-carboxylic acid FC(C1=CC=C(C=C1)N1N=NC(=C1C(=O)O)C)F